BrC1=CC(=CC(=N1)C1(COCC1)O)OC 3-(6-bromo-4-methoxypyridin-2-yl)tetrahydrofuran-3-ol